C1(CCCC1)N1N=NC2=C1C=CC(=C2)C2=NC(=NO2)C2=NC=CC=C2OC 1-cyclopentyl-5-[3-(3-methoxy-pyridin-2-yl)-1,2,4-oxadiazol-5-yl]-1H-1,2,3-benzotriazole